4-aminobenzoic acid-2-(diethylamino)ethyl ester C(C)N(CCOC(C1=CC=C(C=C1)N)=O)CC